N-(cyanomethyl)-4-(2-((1-cyclopropyl-1H-pyrazol-4-yl)amino)-5-(difluoromethyl)pyrimidin-4-yl)benzamide C(#N)CNC(C1=CC=C(C=C1)C1=NC(=NC=C1C(F)F)NC=1C=NN(C1)C1CC1)=O